benzyl (4-bromobutyl)(methyl)carbamate BrCCCCN(C(OCC1=CC=CC=C1)=O)C